CC[C@@]12CCC[C@H]1[C@@H]1CCC3=CCCC[C@@H]3[C@H]1C(C2)=C 18-methyl-11-methyleneestra-4-en